tert-Butyl (4'-(8-(2-(2,6-dioxopiperidin-3-yl)-1-oxoisoindolin-4-yl)oct-7-ynamido)-[1,1'-biphenyl]-4-yl)carbamate O=C1NC(CCC1N1C(C2=CC=CC(=C2C1)C#CCCCCCC(=O)NC1=CC=C(C=C1)C1=CC=C(C=C1)NC(OC(C)(C)C)=O)=O)=O